NCC(=O)N1C(C=2N(CC1)C(=C(N2)C2=CC=C(C=C2)S(=O)(=O)C)NC2=CC=C(C=C2)F)(C)C 2-amino-1-(3-((4-fluorophenyl)amino)-8,8-dimethyl-2-(4-(methylsulfonyl)phenyl)-5,6-dihydroimidazo[1,2-a]pyrazin-7(8H)-yl)ethan-1-one